C(C)C1=CC(=C2C=C(C(N(C2=C1)C)=O)C)N(C1=CC(=C(C=C1)C=1C=C(C(=NC1)C(=O)N)C)C(F)(F)F)C 5-(4-((7-ethyl-1,3-dimethyl-2-oxo-1,2-dihydroquinolin-5-yl)(methyl)amino)-2-(trifluoromethyl)phenyl)-3-methylpicolinamide